C1(=CC=CC=C1)C(C1=CC=CC=C1)=NC1=CC=C2C=C(C(NC2=C1)=O)C 7-((diphenylmethylene)amino)-3-methylquinolin-2(1H)-one